7,7'-hexylidenedi-1,5,7-triazabicyclo-[4.4.0]-dec-5-ene C(CCCCC)(N1C2=NCCCN2CCC1)N1C2=NCCCN2CCC1